C(C)(=O)N[C@H]1C[C@H](CCC1)C(=O)NC=1N=CC2=CC(=NC(=C2C1)NC(C)C)[C@@H](C)O (1S,3R)-3-acetamido-N-(7-((R)-1-hydroxyethyl)-5-(isopropylamino)-2,6-naphthyridin-3-yl)cyclohexane-1-carboxamide